1-(3-(4-amino-5-(3-methoxy-4-((6-methylpyridin-2-yl)oxy)phenyl)-7-methyl-7H-pyrrolo[2,3-d]pyrimidin-6-yl)pyrrolidin-1-yl)prop-2-en-1-one NC=1C2=C(N=CN1)N(C(=C2C2=CC(=C(C=C2)OC2=NC(=CC=C2)C)OC)C2CN(CC2)C(C=C)=O)C